OC(=O)C(F)(F)F.C1(=CC=CC=C1)[C@H]1[C@@H](C1)NCC1CCN(CC1)CC1=C(C(=O)N)C=CC=C1 ((4-((((1R,2S)-2-phenylcyclopropyl)amino)methyl)piperidin-1-yl)methyl)benzamide TFA salt